3-((3-chloro-2-methoxyphenyl)amino)-2-(2-((tetrahydro-2H-pyran-4-yl)amino)pyrimidin-4-yl)-1,5,6,7-tetrahydro-4H-pyrrolo[3,2-c]pyridin-4-one ClC=1C(=C(C=CC1)NC1=C(NC2=C1C(NCC2)=O)C2=NC(=NC=C2)NC2CCOCC2)OC